C(CCCCCCCCCCCCC)OC(CCCCCCCCCCCCC)=O Myristylmyristat